copper (ii) cyclohexanebutyrate C1(CCCCC1)CCCC(=O)[O-].[Cu+2].C1(CCCCC1)CCCC(=O)[O-]